NC1=C2CNCC2=CC(=C1)N 4,6-diaminoisoindoline